2-Phenyl-4-(2,3-dichlorophenyl)-5-propylimidazole C1(=CC=CC=C1)C=1NC(=C(N1)C1=C(C(=CC=C1)Cl)Cl)CCC